ClC=1C=C2C=C(NC2=CC1C1=NC=C(N=C1)OC)CNC(CC)=O N-((5-chloro-6-(5-methoxypyrazin-2-yl)-1H-indol-2-yl)methyl)propionamide